FC=1C=CC(=C(C1)C1=C(C=CC=C1)C(C)C)OC=1C(=NC=NC1)N1CC2(CC1)CNCC2 2-(5-((5-fluoro-2'-isopropyl-[1,1'-biphenyl]-2-yl)oxy)pyrimidin-4-yl)-2,7-diazaspiro[4.4]nonane